FC(OCC(=C)C1=CC=CC=C1)(F)F (3-(trifluoromethoxy)prop-1-en-2-yl)benzene